tert-butyl (3S,4R)-3-amino-4-hydroxy-pyrrolidine-1-carboxylate N[C@H]1CN(C[C@H]1O)C(=O)OC(C)(C)C